O=P1(OC2=C(C3=C1C=CC=C3)C=CC=C2)NCCNP2(OC3=C(C1=C2C=CC=C1)C=CC=C3)=O N,N2-Bis(6-oxido-6H-dibenz[c,e][1,2]oxaphosphorin-6-yl)-1,2-ethanediamine